CC1=C(C(=C(C2=C1OC(CC2)(C)CC/C=C(\C)/CC/C=C(\C)/CCC=C(C)C)C)OCCCC(=O)O)C 6-O-carboxypropyl-α-tocotrienol